NC1=CC(C(NC1=NC=1C(=NN2C1C=CC=C2)OCCCN2CCCCC2)=NC=2C(=NN1C2C=CC=C1)OCCCN1CCCCC1)=N N,N'-(5-Amino-3-iminopyridin-2,6(1H,3H)-diyliden)bis{2-[3-(piperidin-1-yl)propoxy]pyrazolo[1,5-a]pyridin-3-amin}